methyl 3-methyl-6-vinylimidazo[1,2-a]pyridine-8-carboxylate CC1=CN=C2N1C=C(C=C2C(=O)OC)C=C